C(#N)C=1C=NN(C1)C 4-cyano-1-methyl-1H-pyrazole